C1(=CC=CC=C1)C=1C(=NN(C1)C(=C)C1=CC=CC=C1)C#N 4-phenyl-1-(1-phenylvinyl)pyrazole-3-carbonitrile